[H-].[Na+].C(C)OC(=O)[C@@H]1[C@H](C1)C=1C=NC=C(C1)Cl |r| rac-(1S,2S)-2-(5-chloropyridin-3-yl)cyclopropane-1-carboxylic acid ethyl ester sodium hydride